N-(2-((6-bromopyrazin-2-yl)amino)-2-oxoethyl)-N-cyclopropylacetamide BrC1=CN=CC(=N1)NC(CN(C(C)=O)C1CC1)=O